(2S,3S)-N-ethyl-2-[(3'-fluoro[1,1'-biphenyl]-3-yl)methyl]-3-[(methanesulfonyl)amino]pyrrolidine-1-carboxamide C(C)NC(=O)N1[C@H]([C@H](CC1)NS(=O)(=O)C)CC=1C=C(C=CC1)C1=CC(=CC=C1)F